tert-butyl 4-(1-(3-cyano-6-(2-methyl-1-oxa-8-azaspiro[4.5]dec-3-en-8-yl)-2-(trifluoromethyl)pyridin-4-yl)azetidin-3-yl)piperazine-1-carboxylate C(#N)C=1C(=NC(=CC1N1CC(C1)N1CCN(CC1)C(=O)OC(C)(C)C)N1CCC2(C=CC(O2)C)CC1)C(F)(F)F